2,4-dimethyl-isophthalaldehyde CC1=C(C=O)C=CC(=C1C=O)C